C1(=CC=C(C2=C(C3=CC=CC=C3C(=C12)O)O)O)O 1,4,9,10-anthracenetetraol